OC1=C(C=C(CNC(C2=C(C=CC=C2)O)=O)C=C1)OC 2-hydroxybenzoic acid-N-(4-hydroxy-3-methoxybenzyl)amide